C1(CC1)C(=O)NC1=NC=C(C(=O)NC)C(=C1)NC1=C(C2=C(N=C3N2CCC3)C=C1)OC 6-(Cyclopropanecarboxamido)-4-((8-methoxy-2,3-dihydro-1H-benzo[d]pyrrolo[1,2-a]imidazol-7-yl)amino)-N-methylnicotinamide